CNC(CC=1C=CC=2N(C1)N=CN2)C methyl(1-{[1,2,4]triazolo[1,5-a]pyridin-6-yl}propan-2-yl)amine